6-((2R,3S)-3-aminobutan-2-yl)-N-(thiophen-2-ylmethyl)thieno[3,2-c]pyridazin-4-amine N[C@H]([C@@H](C)C1=CC=2N=NC=C(C2S1)NCC=1SC=CC1)C